tert-butyl (S)-3-morpholino-1-oxa-8-azaspiro[4.5]decane-8-carboxylate O1CCN(CC1)[C@@H]1COC2(C1)CCN(CC2)C(=O)OC(C)(C)C